N-cyclobutyl-4-morpholino-2-[(2E)-2-(m-tolylmethylene)hydrazino]thieno[2,3-d]pyrimidine-6-carboxamide C1(CCC1)NC(=O)C1=CC2=C(N=C(N=C2N2CCOCC2)N/N=C/C=2C=C(C=CC2)C)S1